C(CCC)N(C(C1=CC=C(C=C1)[N+]#[C-])=O)CC(=O)NC1CCCCC1 N-butyl-N-(2-(cyclohexylamino)-2-oxoethyl)-4-isocyanobenzamide